4-(4-chloro-2-methylphenyl)-N-(1-methylpiperidin-3-yl)pyrido[3,4-d]pyridazin-1-amine ClC1=CC(=C(C=C1)C=1N=NC(=C2C1C=NC=C2)NC2CN(CCC2)C)C